(3S,4S)-METHYL-3-(N,N-BIS(4-METHOXYBENZYL)SULFAMOYL)-4-METHYLHEPT-6-ENOIC ACID CC(C(=O)O)[C@H]([C@H](CC=C)C)S(N(CC1=CC=C(C=C1)OC)CC1=CC=C(C=C1)OC)(=O)=O